(trifluoromethyl)tetrahydro-2H-pyran FC(F)(F)C1OCCCC1